C(#N)C=1C=NN2C1C(=CC(=C2)C2=NN(N=C2)[C@@H]2CN(CCC2)C(=O)OC(C)(C)C)SC2=NC=CC=C2F tert-butyl (3S)-3-[4-[3-cyano-4-[(3-fluoro-2-pyridyl)sulfanyl]pyrazolo[1,5-a]pyridin-6-yl]triazol-2-yl]piperidine-1-carboxylate